[Si]([O-])([O-])([O-])[O-].[Li+].[Y+3] yttrium lithium silicate